2-[5,6-difluoro-2-[[6-methoxy-5-(4-methylpiperazine-1-carbonyl)-1,3-benzothiazol-2-yl]methylcarbamoyl]indan-2-yl]acetic Acid FC=1C=C2CC(CC2=CC1F)(C(NCC=1SC2=C(N1)C=C(C(=C2)OC)C(=O)N2CCN(CC2)C)=O)CC(=O)O